2-(1-((5-((4-(3-((2-((1S)-1-((tetrahydro-2H-pyran-2-yl)oxy)ethyl)-1H-imidazol-1-yl)methyl)isoxazol-5-yl)phenyl)ethynyl)pyridin-2-yl)methyl)azetidin-3-yl)acetonitrile O1C(CCCC1)O[C@@H](C)C=1N(C=CN1)CC1=NOC(=C1)C1=CC=C(C=C1)C#CC=1C=CC(=NC1)CN1CC(C1)CC#N